ethyl 4-formyl-6-(methylthio)-2-phenylpyrimidine-5-carboxylate C(=O)C1=NC(=NC(=C1C(=O)OCC)SC)C1=CC=CC=C1